2-[1-(3-Chloro-4-fluorophenyl)-1H-pyrazol-3-yl]-N-(5-cyclopropyl-1H-pyrazol-3-yl)propanamide ClC=1C=C(C=CC1F)N1N=C(C=C1)C(C(=O)NC1=NNC(=C1)C1CC1)C